COC1=CC=C(C=C1)NC=1OC2=C(N1)C=C(C=C2)C(=O)OCC Ethyl 2-((4-methoxyphenyl)amino)benzo[d]oxazole-5-carboxylate